2-(exo-3-amino-8-azabicyclo[3.2.1]octan-8-yl)-5-(4-chloro-2-methyl-2H-indazol-5-yl)-3-methyl-3,7-dihydro-4H-pyrrolo[2,3-d]pyrimidin-4-one NC1CC2CCC(C1)N2C=2N(C(C1=C(N2)NC=C1C1=C(C2=CN(N=C2C=C1)C)Cl)=O)C